BrC1=CN(C2=CN=C(C=C21)C=2C(=NC=NC2OC)C2CC2)COCC[Si](C)(C)C 2-[[3-bromo-5-(4-cyclopropyl-6-methoxy-pyrimidin-5-yl)pyrrolo[2,3-c]pyridin-1-yl]methoxy]ethyl-trimethyl-silane